NC1=NC(=C(C(=N1)N)C#N)N[C@@H](C)C1=CN(C2=NC=CC(=C21)Cl)C2=CC(=CC(=C2)F)F (S)-2,4-diamino-6-((1-(4-chloro-1-(3,5-difluorophenyl)-1H-pyrrolo[2,3-b]pyridin-3-yl)ethyl)amino)pyrimidine-5-carbonitrile